benzoyl(3-methylbenzoyl)peroxide C(C1=CC=CC=C1)(=O)OOC(C1=CC(=CC=C1)C)=O